(S)-3-(1',2'-dihydrospiro[cyclopropane-1,3'-pyrrolo[2,3-b]pyridin]-5'-yl)-2-fluoro-N-methyl-N-(1-(1-methyl-1H-pyrazol-4-yl)ethyl)benzamide N1CC2(C=3C1=NC=C(C3)C=3C(=C(C(=O)N([C@@H](C)C=1C=NN(C1)C)C)C=CC3)F)CC2